FC1=CC=C(C=C1)C1=NN(C=C1C=1C=2N(N=CC1)C=C(N2)CN)C([2H])([2H])[2H] (8-(3-(4-fluorophenyl)-1-(methyl-d3)-1H-pyrazol-4-yl)imidazo[1,2-b]pyridazin-2-yl)methanamine